C(#N)C[C@@H](C1=CC=C(C=C1)S(=O)(=O)CC)C=1N=C(SC1C(=O)N)N1[C@@H](CN(CC1)CC1=CC=C(C=C1)C(F)(F)F)COC(F)F ((S)-2-cyano-1-(4-(ethylsulfonyl)phenyl)ethyl)-2-((S)-2-((difluoromethoxy)methyl)-4-(4-(trifluoromethyl)benzyl)piperazin-1-yl)thiazole-5-carboxamide